CN(C(OC1=CC2=C(C(=C(C(O2)=O)CC2=C(C(=CC=C2)NS(NC)(=O)=O)Cl)CN2CCNCC2)C=C1)=O)C 3-(2-chloro-3-((N-methylsulfamoyl) amino) benzyl)-2-oxo-4-(piperazin-1-ylmethyl)-2H-benzopyran-7-yl dimethylcarbamate